FC(OCCON1C(CCCC1)C(=O)N)(F)F [2-(trifluoromethoxy)ethoxy]piperidine-2-carboxamide